2-(chloromethyl)-1-((1-ethyl-1H-imidazol-5-yl)methyl)-1H-benzo[d]imidazole-6-carboxylic acid methyl ester COC(=O)C=1C=CC2=C(N(C(=N2)CCl)CC2=CN=CN2CC)C1